(3R)-2-[(5-chloropyridin-2-yl)methyl]-3-({1-[hydroxy(2H2)methyl]cyclopropyl}(2H2)methoxy)-6-(2-hydroxypropan-2-yl)-3-[4-(trifluoromethyl)phenyl]-2,3-dihydro-1H-isoindol-1-one ClC=1C=CC(=NC1)CN1C(C2=CC(=CC=C2[C@@]1(C1=CC=C(C=C1)C(F)(F)F)OC([2H])([2H])C1(CC1)C([2H])([2H])O)C(C)(C)O)=O